C(CCCC\C=C/CCCCCCCCCCC)(=O)OC[C@@H](OC(CCCC\C=C/CCCCCCCCCCC)=O)COP(=O)([O-])OCC[N+](C)(C)C (cis)-1,2-Dipetroselinoyl-sn-Glycero-3-Phosphocholine